C(C)(C)(C)OC(=O)N1C[C@@H](N(CC1)C(=O)Cl)C (S)-4-(chloroformyl)-3-methylpiperazine-1-carboxylic acid tert-butyl ester